BrC=1C=C(C(=NC1)[N+](=O)[O-])NC1CCN(CC1)C(=O)OC(C)(C)C tert-Butyl 4-[(5-bromo-2-nitro-3-pyridyl)amino]piperidine-1-carboxylate